CN(CCCN(C(CN(C)C)C)CCCN(C)C)C bis(3-dimethylaminopropyl)-N,N-dimethylpropylenediamine